ethyl cyanide diethyl-phosphate C(C)OP(=O)(OCC)O.C(C)C#N